4-(2-Methylprop-2-enoyloxy)butane-1,1,1-tricarboxylic acid CC(C(=O)OCCCC(C(=O)O)(C(=O)O)C(=O)O)=C